Rhodium ethylhexanoate C(C)OC(CCCCC)=O.[Rh]